CC(C=C)NCCC(=O)O 3-(BUT-3-EN-2-YLAMINO)PROPANOIC ACID